piperazinediformaldehyde N1(C(CNCC1)C=O)C=O